1,3,5-s-triazinetriol N1(CN(CN(C1)O)O)O